NC=1C2=C(N=CN1)N(C=C2C2=CCC(CC2)C#N)[C@@H]2O[C@@H]([C@H]([C@H]2O)O)CSCC=2C(=NOC2C2=CC=CC=C2)C 4-(4-Amino-7-((2R,3R,4S,5S)-3,4-dihydroxy-5-((((3-methyl-5-phenylisoxazol-4-yl)methyl)thio)methyl)tetrahydrofuran-2-yl)-7H-pyrrolo[2,3-d]pyrimidin-5-yl)cyclohex-3-ene-1-carbonitrile